ClC1=C(C=CC(=C1)F)C1=CC(OC2=CC(=CC=C12)O[C@@H](C(=O)OCC)C)=O (R)-Ethyl 2-((4-(2-chloro-4-fluorophenyl)-2-oxo-2H-chromen-7-yl)oxy)propanoate